N-(3-(4-((4-([1,2,4]triazolo[1,5-a]pyridin-7-yloxy)-3-methylphenyl)amino)-7H-pyrrolo[2,3-d]pyrimidin-6-yl)phenyl)acrylamide N=1C=NN2C1C=C(C=C2)OC2=C(C=C(C=C2)NC=2C1=C(N=CN2)NC(=C1)C=1C=C(C=CC1)NC(C=C)=O)C